1,2-bis(di-t-butylphosphinomethyl)ferrocene C(C)(C)(C)P(C(C)(C)C)C[C-]1C(=CC=C1)CP(C(C)(C)C)C(C)(C)C.[CH-]1C=CC=C1.[Fe+2]